5-BROMO-2-CYCLOPROPYL-1H-INDOLE-3-CARBOXALDEHYDE BrC=1C=C2C(=C(NC2=CC1)C1CC1)C=O